2-((4-(3-((5-chloropyridin-2-yl)methoxy)-1H-pyrazol-1-yl)piperidin-1-yl)methyl)-1-((1-ethyl-1H-imidazol-5-yl)methyl)-1H-benzo[d]imidazole-6-carboxylic acid, ammonium salt [NH4+].ClC=1C=CC(=NC1)COC1=NN(C=C1)C1CCN(CC1)CC1=NC2=C(N1CC1=CN=CN1CC)C=C(C=C2)C(=O)[O-]